(S)-3-methyl-1-(5-(trifluoromethyl)pyridin-2-yl)piperazine C[C@H]1CN(CCN1)C1=NC=C(C=C1)C(F)(F)F